5-[[2-(2-methyl-3,4,4a,5,6,7,8,8a-octahydro-2H-quinolin-1-yl)-2-oxo-acetyl]amino]pyridine-3-carboxamide CC1N(C2CCCCC2CC1)C(C(=O)NC=1C=C(C=NC1)C(=O)N)=O